FC(CN1N=CC(=C1)C1=CC=CC(=N1)C(=O)OC)F methyl 6-(1-(2,2-difluoroethyl)-1H-pyrazol-4-yl)-2-pyridinecarboxylate